N-(3-(3-acetylguanidino)-4-fluorophenyl)-2-(4-fluoro-2-methylphenoxy)-5-(trifluoromethyl)benzamide C(C)(=O)NC(NC=1C=C(C=CC1F)NC(C1=C(C=CC(=C1)C(F)(F)F)OC1=C(C=C(C=C1)F)C)=O)=N